CCCCCCCCCCCCCCCC(=O)OC[C@H](COP(=O)(O)OCCN)OC(=O)CCCCC/C=C\\CCCCCCCCCC The molecule is a 1,2-diacyl-sn-glycero-3-phosphoethanolamine in which the 1- and 2-acyl groups are specified as hexadecanoyl (palmitoyl) and 7Z-octadecenoyl respectively. It has a role as a mouse metabolite. It derives from a hexadecanoic acid.